1-Tert-butyl 4-[4-[(6-chloro-8-cyclopentyl-7-oxo-pyrido[2,3-d]pyrimidin-2-yl)amino]-3-methyl-phenyl]sulfonylpiperidine-1-carboxylate ClC1=CC2=C(N=C(N=C2)NC2=C(C=C(C=C2)S(=O)(=O)C2CCN(CC2)C(=O)OC(C)(C)C)C)N(C1=O)C1CCCC1